C(C1=CC=CC=C1)OC1=CC(=C2CC(CC2=C1)C(=O)OCC)OC ethyl 6-(benzyloxy)-4-methoxy-2,3-dihydro-1H-indene-2-carboxylate